ClC1=C(C=C(C=C1)C#N)C=1NC2=CC(=C(C(=C2C(C1)=O)F)C=1C=CC(=C(C(=O)O)C1)F)F 5-(2-(2-chloro-5-cyanophenyl)-5,7-difluoro-4-oxo-1,4-dihydroquinolin-6-yl)-2-fluoroBenzoic acid